F.CONC1=C2NC=NC2=NC=N1 N-methoxy-7H-purine-6-amine hydrofluoric acid salt